2-(methyl-(4-nitro-2-vinylphenyl)amino)-1-(1-piperidinyl)ethanone CN(CC(=O)N1CCCCC1)C1=C(C=C(C=C1)[N+](=O)[O-])C=C